FC(C=1C=C2C(=NC1)CNC2=O)(F)F 3-(trifluoromethyl)-7H-pyrrolo[3,4-b]Pyridin-5-one